O1CC(C1)OC1=C(N=NC=C1)C#N (Oxetan-3-yloxy)pyridazine-3-carbonitrile